thieno[2,3-c]naphtho[2',3':4,5]imidazo[1,2-a]pyridine S1C=CC2=C1C=1N(C=C2)C2=C(N1)C=C1C=CC=CC1=C2